2-(((2R)-2-(5-chloropyridin-2-yl)-2,10-dimethyl-7,10-dihydro-2H-pyrano[3,2-H]isoquinolin-9(8H)-yl)methyl)-4-methoxy-1-(((S)-oxetan-2-yl)methyl)-1H-benzo[d]imidazole-6-carboxylic acid ClC=1C=CC(=NC1)[C@]1(C=CC=2C=CC=3CCN(C(C3C2O1)C)CC1=NC2=C(N1C[C@H]1OCC1)C=C(C=C2OC)C(=O)O)C